3-[2-(2-carbamoylallyl)-3-oxo-1H-benzo[e]isoindol-8-yl]-N-ethyl-5-(trifluoromethoxy)benzamide C(N)(=O)C(CN1C(C=2C=CC3=C(C2C1)C=C(C=C3)C=3C=C(C(=O)NCC)C=C(C3)OC(F)(F)F)=O)=C